C(C)(C)OC([C@@H](NP(=O)(OC[C@]1(N2CCC(C1=O)CC2)COC)OC[C@]2(N1CCC(C2=O)CC1)COC)CC1=CC=CC=C1)=O (bis(((1S,2R,4S)-2-(methoxymethyl)-3-oxoquinuclidin-2-yl)methoxy)phosphoryl)-L-phenylalanine isopropyl ester